1-(2-chloro-9-ethyl-6-morpholino-9H-purin-8-yl)ethan-1-one ClC1=NC(=C2N=C(N(C2=N1)CC)C(C)=O)N1CCOCC1